ClC=1C=CC(=C(C1)C1=CC(=C(N=N1)OCC12CC(C1)(C2)C(=O)OC)NC2=CC(=NC=C2)NC(CCN2CCN(CC2)C)=O)F methyl 3-({[6-(5-chloro-2-fluorophenyl)-4-({2-[3-(4-methylpiperazin-1-yl)propan-amido]pyridin-4-yl}amino)-pyridazin-3-yl]oxy}methyl)-bicyclo[1.1.1]pentane-1-carboxylate